FC1(CN(CC1(F)F)C(C)=O)F 1-(3,3,4,4-tetrafluoropyrrolidin-1-yl)-ethanone